(S)-3-methoxy-1,5-dimethyl-N-(6-(5-methyl-6,7-dihydro-5H-pyrrolo[2,1-c][1,2,4]triazol-3-yl)pyridin-2-yl)-1H-pyrazole-4-carboxamide COC1=NN(C(=C1C(=O)NC1=NC(=CC=C1)C=1N2C(=NN1)CC[C@@H]2C)C)C